5-bromo-3-(4-(5-(difluoromethyl)-1,3,4-oxadiazole-2-yl)-2-fluorobenzyl)-1-(piperidine-4-yl)-1,3-dihydro-2H-benzo[d]imidazole-2-one BrC1=CC2=C(N(C(N2CC2=C(C=C(C=C2)C=2OC(=NN2)C(F)F)F)=O)C2CCNCC2)C=C1